COC1=C(C=CC=C1)N1CCN(CC1)CCCCNC(=O)C1=CC2=CC=CC=C2C=C1 N-[4-[4-(2-methoxyphenyl)-1-piperazinyl]butyl]naphthalene-2-carboxamide